2H-benzo[e]indol C=1CN=C2C=CC3=C(C12)C=CC=C3